1,4-diazabicyclo[3.2.2]nonan-4-yl-[3-(4-fluoro-phenyl)-6,7-dihydro-4H-pyrano[4,3-c]pyrazol-1-yl]methanone N12CCN(C(CC1)CC2)C(=O)N2N=C(C1=C2CCOC1)C1=CC=C(C=C1)F